3-butyl-3-hydroxy-2-thiophen-2-ylmethyl-2,3,4,5-tetrahydro-1H-isoindol-1-one C(CCC)C1(N(C(C=2C=CCCC12)=O)CC=1SC=CC1)O